monon-octyl-zirconium C(CCCCCCC)[Zr]